C1(=CC=CC=C1)C=1N=C(NC1)C1COC2=CC=C(C=C2C1)OC1=NC(=NC=C1)NC(=O)C1CC1 N-[4-[3-(4-phenyl-1H-imidazol-2-yl)chroman-6-yl]oxypyrimidin-2-yl]cyclopropanecarboxamide